2-({[2-amino-6-({bis[(tert-butoxy)carbonyl]amino}methyl)phenyl]carbamothioyl}amino)-2-(3-chlorophenyl)propyl 2,2-dimethylpropanoate CC(C(=O)OCC(C)(C1=CC(=CC=C1)Cl)NC(NC1=C(C=CC=C1CN(C(=O)OC(C)(C)C)C(=O)OC(C)(C)C)N)=S)(C)C